8-amino-1,3-dimethyl-3,7-dihydropurine-2,6-dione NC1=NC=2N(C(N(C(C2N1)=O)C)=O)C